N-[(1S)-1-[[(1S)-2-amino-2-oxo-1-[[(3S)-2-oxopyrrolidin-3-yl]methyl]ethyl]carbamoyl]-3-methyl-butyl]-4-(difluoromethoxy)-1H-indole-2-carboxamide NC([C@H](C[C@H]1C(NCC1)=O)NC(=O)[C@H](CC(C)C)NC(=O)C=1NC2=CC=CC(=C2C1)OC(F)F)=O